C1(CCCCC1)C=1C=CC(=NC1)NC(C(=O)O)=O 2-((5-cyclohexylpyridin-2-yl)amino)-2-oxoacetic acid